N[C@H](CNC1=CC(=C(C(=O)N[C@H](C(=O)O)CC(C)C)C=C1)C1=CC=CC2=CC=CC=C12)CS (2S)-2-[[4-[[(2R)-2-amino-3-sulfanylpropyl]amino]-2-naphthalen-1-yl-benzoyl]amino]-4-methylpentanoic acid